C(CC)OCCC Din-propylether